NCC[Si](OC)(OC)CCCN 2-aminoethyl-aminopropyl-dimethoxysilane